N-[(3R,3aS,4S,4aR,7R,8aR,9aR)-4-[(E)-2-[5-(3-Fluorophenyl)-2-pyridyl]vinyl]-3-methyl-1-oxo-3a,4,4a,5,6,7,8,8a,9,9a-decahydro-3H-benzo[f]isobenzofuran-7-yl]carbamate FC=1C=C(C=CC1)C=1C=CC(=NC1)/C=C/[C@H]1[C@H]2[C@H](C[C@H]3C(O[C@@H]([C@@H]13)C)=O)C[C@@H](CC2)NC([O-])=O